6-Methyl-pyridine-2-carboxylic acid (3-benzylamino-adamantan-1-yl)-amide C(C1=CC=CC=C1)NC12CC3(CC(CC(C1)C3)C2)NC(=O)C2=NC(=CC=C2)C